C(C)C(CC(CC)C)NC1=CC=C(C=C1)NC(CC(CC)C)CC N,N'-bis(1-ethyl-3-methyl-amyl)p-phenylenediamine